ONCC#CC1=CC=C(C=C1)C1=N[C@H](C=2N(C3=C1C(=C(S3)C)C)C(=NN2)C)CC(=O)OC(C)(C)C tert-butyl (S)-2-(4-(4-(3-(hydroxyamino)prop-1-yn-1-yl)phenyl)-2,3,9-trimethyl-6H-thieno[3,2-f][1,2,4]triazolo[4,3-a][1,4]diazepin-6-yl)acetate